NC=1SC(=CC1C#N)C 2-Amino-5-methyl-3-thiophenecarbonitrile